[Na].N(CCO)(CCO)CCO triethanolamine, sodium salt